NC1=NC(=C2N=CN(C2=N1)[C@H]1C=C[C@H](C1)CO)NC1CC1 (-)-cis-4-[2-amino-6-(cyclopropylamino)-9H-purin-9-yl]-2-cyclopentene-1-methanol